1-[[2-(methoxymethyl)-6-(trifluoromethyl)imidazo[2,1-b][1,3,4]thiadiazol-5-yl]methyl]-3-(2,2,2-trifluoroethyl)-2H-pyrrol-5-one COCC1=NN2C(S1)=NC(=C2CN2CC(=CC2=O)CC(F)(F)F)C(F)(F)F